C(#N)C=1C=CC(=NC1)C(=O)O 5-cyano-pyridine-2-carboxylic acid